ClC=1C(=NC=CC1C1(COC1)CC1=NN=CN1C)NCC(C)(SC)C chloro-4-{3-[(4-methyl-1,2,4-triazol-3-yl)methyl]oxetan-3-yl}-N-[2-methyl-2-(methylsulfanyl)propyl]pyridin-2-amine